ClC=1C=C2C=C(NC2=CC1C=1C=NC=C(C1)OC)CNC(C)=O N-((5-chloro-6-(5-methoxypyridin-3-yl)-1H-indol-2-yl)methyl)acetamide